NC=1C=C2C(=NN(C2=CC1)C)C(=O)N1CC(C1)(F)F (5-amino-1-methyl-1H-indazol-3-yl)(3,3-difluoroazetidine-1-yl)methanone